2-chloro-4-[4-fluoro-2-(4-methyl-1,2,4-triazol-3-yl)phenyl]Pyridine ClC1=NC=CC(=C1)C1=C(C=C(C=C1)F)C1=NN=CN1C